(4-(4-((3-(2,3-difluoro-4-methoxyphenyl)imidazo[1,2-a]pyrazin-8-yl)amino)-2-methoxybenzoyl)piperazin-1-yl)((2R,4S)-4-hydroxypyrrolidin-2-yl)methanone formate C(=O)O.FC1=C(C=CC(=C1F)OC)C1=CN=C2N1C=CN=C2NC2=CC(=C(C(=O)N1CCN(CC1)C(=O)[C@@H]1NC[C@H](C1)O)C=C2)OC